(S)-2-((1-((4-(tert-butyl)cyclohexyl)amino)-1-oxopropan-2-yl)carbamoyl)-4-methoxypyridin-3-yl acetate C(C)(=O)OC=1C(=NC=CC1OC)C(N[C@H](C(=O)NC1CCC(CC1)C(C)(C)C)C)=O